2-benzothiazolesulphenamide S1C(=NC2=C1C=CC=C2)SN